C(C)(C)(C)OC(=O)N1C[C@H]2CC[C@@H](C1)C2N.OC(C)(C)C2=CC(=CC(=C2)C(C)(C)O)C(C)(C)O 1,3,5-tris(α-hydroxyisopropyl)benzene tert-butyl-(1R,5S,8r)-8-amino-3-azabicyclo[3.2.1]octane-3-carboxylate